(6-amino-5-((1s,2r)-2-isopropylcyclopropyl)pyridazin-3-yl)pyrimidine-2,4(1h,3h)-dione NC1=C(C=C(N=N1)N1C(NC(C=C1)=O)=O)[C@@H]1[C@H](C1)C(C)C